FC(C(=O)[O-])(F)F.COC=1C=C(C=C2CN(CC(C2=O)=CC2=CC(=C(C=C2)OC)OC)C(=O)C2=[NH+]C=CC=C2C)C=CC1OC 2-(3,5-Bis(3,4-dimethoxybenzylidene)-4-oxopiperidine-1-carbonyl)-3-methylpyridin-1-ium trifluoroacetate